2-(2,6-dioxopiperidin-3-yl)-5-(4-(4-(1-oxo-2,3-dihydro-1H-inden-5-yl)-3-(pyridin-4-yl)-1H-pyrazol-1-yl)-1,4'-bipiperidin-1'-yl)isoindoline-1,3-dione O=C1NC(CCC1N1C(C2=CC=C(C=C2C1=O)N1CCC(CC1)N1CCC(CC1)N1N=C(C(=C1)C=1C=C2CCC(C2=CC1)=O)C1=CC=NC=C1)=O)=O